C(C1=CC=CC=C1)[NH3+] N-benzylammonium